C(C)(C)(C)C=1C=C(C=C(C1)NC1=C(C=C(C=C1C1=CC(=CC=C1)C1=CC=CC=C1)C(C)(C)C)C=1C=C(C=CC1)C1=CC=CC=C1)NC1=C(C=C(C=C1C1=CC(=CC=C1)C1=CC=CC=C1)C(C)(C)C)C=1C=C(C=CC1)C1=CC=CC=C1 5-(tert-butyl)-N1,N3-bis(5''-(tert-butyl)-[1,1':3',1'':3'',1''':3''',1''''-quinquephenyl]-2''-yl)benzene-1,3-diamine